C(C)(C)(C)N1C(CCC1=O)C 1-(tert-butyl)2-methyl-5-oxopyrrolidine